NC(C(CCC(=O)OC)C1=CC=CC2=C1C=C(O2)C#CCNC(=O)OC(C)(C)C)=O methyl 5-amino-4-(2-(3-((tert-butoxycarbonyl)amino)prop-1-yn-1-yl)benzofuran-4-yl)-5-oxopentanoate